2-methoxy-7-phenylpyrido[3',2':4,5]imidazo[1,2-a]quinazolin-5(7H)-one COC=1C=CC=2C(N=C3N(C2C1)C1=C(N3C3=CC=CC=C3)C=CC=N1)=O